4-(5-(1-chloroethyl)-2H-tetrazol-2-yl)-2-fluoro-N-(8-methylisoquinolin-1-yl)-N-((R)-piperidin-3-yl)benzamide ClC(C)C=1N=NN(N1)C1=CC(=C(C(=O)N([C@H]2CNCCC2)C2=NC=CC3=CC=CC(=C23)C)C=C1)F